(R)-3-(1,4-Dimethyl-1H-benzo[d][1,2,3]triazol-5-yl)-3-(3-(((R)-2-ethyl-9-fluoro-2,3-dihydrobenzo-[f][1,4]oxazepin-4(5H)-yl)methyl)-4-methylphenyl)propanoic acid, Sodium salt [Na+].CN1N=NC2=C1C=CC(=C2C)[C@H](CC(=O)[O-])C2=CC(=C(C=C2)C)CN2C[C@H](OC1=C(C2)C=CC=C1F)CC